FC1=C(OC2=CC=C(C=N2)CN2C(OCC2C)=O)C=CC(=C1)C [6-(2-fluoro-4-methylphenoxy)pyridin-3-yl]methyl-4-methyl-1,3-oxazolidin-2-one